C(C)(=O)N1CCC(CC1)C=1C=CC=2N(C1)C=C(N2)C(=O)NCC(CN(CC2=CC=C(C=C2)OC)C2CC1=CC=CC=C1C2)O 6-(1-Acetylpiperidin-4-yl)-N-(3-((2,3-dihydro-1H-inden-2-yl)(4-methoxybenzyl)amino)-2-hydroxypropyl)imidazo[1,2-a]pyridine-2-carboxamide